BrC1=CC=C(C=C1)C1=NNC(=C1C(=O)O)Cl 3-(4-bromophenyl)-5-chloro-1H-pyrazole-4-carboxylic acid